COC(=O)C1N(CC(C1)N)C(=O)OC(C)(C)C 4-aminopyrrolidine-1,2-dicarboxylic acid 1-(tert-butyl) 2-methyl ester